1-(2,5-dichlorophenyl)-trans-1-propene ClC1=C(C=C(C=C1)Cl)\C=C\C